COC=1C=C(C=C(C1OC)OC)C1(N=CC=C2C3=CC=CC=C3N=C12)C(=O)NN 1-(3,4,5-trimethoxyphenyl)-beta-carbolinehydrazide